2-amino-3-[3-(1H-pyrazol-5-yl)phenyl]propanoic acid methyl ester hydrochloride Cl.COC(C(CC1=CC(=CC=C1)C1=CC=NN1)N)=O